C(C1=CC=CC=C1)N1CCC(CC1)COC1=NC=C(C=C1)[N+](=O)[O-] 2-((1-benzylpiperidin-4-yl)methoxy)-5-nitropyridine